(5-(aminomethyl)-2-fluorophenyl)methanesulfonamide NCC=1C=CC(=C(C1)CS(=O)(=O)N)F